ClC=1C=CC(=NC1)C=1C(=NC=CN1)[C@@H](C)N1CC2=CC=CC=C2C1 |r| (rac)-2-{1-[3-(5-Chloropyridin-2-yl)pyrazin-2-yl]Ethyl}-1H-isoindole